BrC1=C(C=C2C=NC(=NC2=C1)Cl)Cl 7-bromo-2,6-dichloroquinazoline